2-Fluoro-5-(5-(4-methoxyphenyl)-1H-indazol-1-yl)phenol FC1=C(C=C(C=C1)N1N=CC2=CC(=CC=C12)C1=CC=C(C=C1)OC)O